5-([1-[2-(2-aminoethoxy)acetyl]azetidin-3-yl]methoxy)-2-(2,6-dioxopiperidin-3-yl)isoindole-1,3-dione NCCOCC(=O)N1CC(C1)COC=1C=C2C(N(C(C2=CC1)=O)C1C(NC(CC1)=O)=O)=O